BrC=1C=CC(=NC1)N[C@H](C)C1=CC=C(C=C1)F (R)-5-bromo-N-(1-(4-fluorophenyl)ethyl)pyridin-2-amine